(2R,3S,4R)-3-benzyl-3-chloro-2-((E)-1-phenylprop-1-en-2-yl)-3,4-dihydro-2H-benzo[4,5]thiazol C(C1=CC=CC=C1)[C@@]1(C2C(SN1/C(=C/C1=CC=CC=C1)/C)=CC=CC2)Cl